1-[2-(trifluoromethyl)thiazol-4-yl]Ethylamine FC(C=1SC=C(N1)C(C)N)(F)F